4-OXO-PIPERIDINE-3-CARBOXYLIC ACID O=C1C(CNCC1)C(=O)O